methyl ((tert-butoxycarbonyl)amino)methyl-3-iodopropionate C(C)(C)(C)OC(=O)NCC(C(=O)OC)CI